[(1S)-3-methoxy-1-methyl-3-oxo-propyl] 3-chloro-6-[3-chloro-5-(trifluoromethyl)-2-pyridyl]-5-fluoro-pyridine-2-carboxylate ClC=1C(=NC(=C(C1)F)C1=NC=C(C=C1Cl)C(F)(F)F)C(=O)O[C@H](CC(=O)OC)C